1-(vinyl-benzyl)thymine C(=C)C(C1=CC=CC=C1)N1C(=O)NC(=O)C(C)=C1